P(=O)([O-])([O-])[O-].[Na+].[Na+].[NH4+] Ammonium dinatrium phosphat